ClC1=CC=C(C[C@H]2CO[C@H](CN2C2CCC(CC2)C=2SC(=C(N2)C)C)C(=O)NCC)C=C1 (2R,5S)-5-(4-Chlorobenzyl)-4-(4-(4,5-dimethylthiazol-2-yl)cyclohexyl)-N-ethylmorpholin-2-carboxamid